N-(3-chloro-2-fluorophenylmethyl)-2-(pent-2-ylamino)acetamide ClC=1C(=C(C=CC1)CNC(CNC(C)CCC)=O)F